FC1(OC2=C(C(=NC=C2C(C)O)N2C([C@@H]3C[C@@H]3C2)=O)O1)F (1R,5S)-3-(2,2-Difluoro-7-(1-hydroxyethyl)-[1,3]dioxolo[4,5-c]pyridin-4-yl)-3-azabicyclo[3.1.0]hexan-2-one